BrC=1C(=C2C(=NC1)NC(=N2)C2=C(N(C(=C2)C)C=2C=C(C(=O)NCN(C)C)C=CC2)C)N[C@@H]2CN(CC2)S(=O)(=O)CC (S)-3-(3-(6-Bromo-7-((1-(ethylsulfonyl)pyrrolidin-3-yl)amino)-3H-imidazo[4,5-b]pyridin-2-yl)-2,5-dimethyl-1H-pyrrol-1-yl)-N-((dimethylamino)methyl)benzamid